COC(=O)C1=CC=2CCCC(C2C=C1)=O oxo-5,6,7,8-tetrahydronaphthalene-2-carboxylic acid methyl ester